C(C)NC(=S)NC(C(C1=NC=CC(=C1)C(F)(F)F)C1=CC(=CC=C1)F)=O N-(ethylaminothioformyl)-2-(3-fluorophenyl)-2-(4-(trifluoromethyl)pyridin-2-yl)acetamide